C1(CC1)N(C(C)C)CC1=C(C=C2C(C3=C(N4C2=C1CCC4)CN4C(C1=C(C=C43)[C@@](C(OC1)=O)(O)CC)=O)=O)F (S)-4-((cyclopropyl(isopropyl)amino)methyl)-9-ethyl-5-fluoro-9-hydroxy-2,3,12,15-tetrahydro-1H,7H,13H-pyrano[3',4':6,7]indolizino[2,1-b]pyrido[3,2,1-ij]quinoline-7,10,13(9H)-trione